ClC1=NC(=CC=C1)N1C=NC(=C1)I C2-chloro-6-(4-iodo-1H-imidazol-1-yl)pyridine